[NH4+].O(P([O-])(=O)OP(=O)([O-])[O-])C\C=C(/C)\CC\C=C(\CC\C=C(/C)\CCC=C(C)C)/C.[NH4+].[NH4+] Geranylgeranyl pyrophosphate ammonium salt